19-hydroxy-eicosapentaenoic acid OC(CCCCCCCC=CC=CC=CC=CC=CC(=O)O)C